octafluoro-1,3,5-cycloheptatriene FC1(C(=C(C(=C(C(=C1F)F)F)F)F)F)F